(S)-N-((R or S)-(3-chloro-4-fluoro-phenyl)(4-cyano-phenyl)methyl)-2-oxoimidazolidine-4-carboxamide ClC=1C=C(C=CC1F)[C@H](NC(=O)[C@H]1NC(NC1)=O)C1=CC=C(C=C1)C#N |o1:8|